C(CCCC#C)N(CC(=O)O)CCCCC#C bis-(5-hexynyl)glycine